7-isoquinolinecarboxylic acid methyl ester COC(=O)C1=CC=C2C=CN=CC2=C1